COC=1C=C2C=CC=3OC(=CC3C2=CC1)[N+](=O)[O-] 7-methoxy-2-nitronaphtho[2,1-b]furan